C(C)OC(=O)C1=CC2=CC(=CC=C2C(=C1)O)Cl 7-chloro-4-hydroxy-2-naphthoic acid ethyl ester